C(C)(C)(C)C=1N(C=CN1)CC1=CC=C(C=C1)C=1N=C(SC1S(=O)(=O)N)CC(C)C 4-(4-((2-(tert-butyl)-1H-imidazol-1-yl)methyl)phenyl)-2-isobutylthiazole-5-sulfonamide